N-(2-(diisopropylamino)ethyl)-N-(2,2-difluoro-3β,7β-dihydroxy-5β-cholan-24-yl)-3-amino-tetrahydrothiophene dioxide C(C)(C)N(CCN(C1CS(CC1)(=O)=O)CCC[C@@H](C)[C@H]1CC[C@H]2[C@@H]3[C@H](C[C@@H]4C[C@H](C(C[C@]4(C)[C@H]3CC[C@]12C)(F)F)O)O)C(C)C